C1(=CC=CC=C1)C1=NC=CC=C1C#CC1=NNC2=CC=C(C=C12)C(=O)N1CC2(C1)CNCCC2 (3-((2-Phenylpyridin-3-yl)ethynyl)-1H-indazol-5-yl)(2,6-diazaspiro[3.5]nonan-2-yl)methanone